FC=1C=C2C(CC(C2=CC1F)=O)=C(C#N)C#N 5,6-difluoro-3-(dicyanomethylidene)indan-1-one